1-(4-(2,3-dihydro-1H-indeno[5,6-b]furan-5(4H)-onyl) piperidin-4-yl)-4-chlorobenzoate O1C=2C(CC1C1(CCNCC1)C1(C(=O)[O-])CC=C(C=C1)Cl)CC=1C(C=CC1C2)=O